N-(2,6-dioxo-3-piperidyl)-3-[9-[4-(4-nitrophenyl)piperazin-1-yl]-3-azaspiro[5.5]undecan-3-yl]benzamide O=C1NC(CCC1NC(C1=CC(=CC=C1)N1CCC2(CC1)CCC(CC2)N2CCN(CC2)C2=CC=C(C=C2)[N+](=O)[O-])=O)=O